(p-toluidinyl)-2-naphthalenesulfonic acid sodium salt [Na+].N(C1=CC=C(C=C1)C)C1=C(C=CC2=CC=CC=C12)S(=O)(=O)[O-]